(R)-2-(5-(((R)-1-(3-(difluoromethyl)-2-fluorophenyl)ethyl)amino)-8-methylpyrido[2,3-d]pyridazin-3-yl)hexahydropyrrolo[1,2-a]pyrazin-6(2H)-one FC(C=1C(=C(C=CC1)[C@@H](C)NC1=C2C(=C(N=N1)C)N=CC(=C2)N2C[C@@H]1N(CC2)C(CC1)=O)F)F